1-[6-fluoro-4-[3-(trifluoromethyl)-7,8-dihydro-5H-1,6-naphthyridin-6-yl]quinazolin-2-yl]-2,3-dihydropyrido[2,3-b][1,4]oxazine FC=1C=C2C(=NC(=NC2=CC1)N1C2=C(OCC1)N=CC=C2)N2CC=1C=C(C=NC1CC2)C(F)(F)F